ClC=1C=NC(=NC1)C1CCC(CC1)=O 4-(5-chloropyrimidin-2-yl)cyclohexanone